C(C)(C)C1=NN(C=C1)C=1C=C(C(=C(O\C(\C(=O)OC)=C/OC)C1)C)C methyl (Z)-2-[5-(3-isopropylpyrazol-1-yl)-2,3-dimethyl-phenoxy]-3-methoxy-prop-2-enoate